BrC1=CC=C2CCNCC2=C1F 7-bromo-8-fluoro-1,2,3,4-tetrahydroisoquinoline